2-{[rel-(2R,3S)-3-(2-chlorophenyl)-2-(2,4-difluorophenyl)oxetan-2-yl]methyl}-2,4-dihydro-3H-1,2,4-triazol-3-thione ClC1=C(C=CC=C1)[C@@H]1[C@@](OC1)(C1=C(C=C(C=C1)F)F)CN1N=CNC1=S |o1:7,8|